2,6,11,15-tetramethyl-hexadecane-2,6,8,10,14-pentaene CC(C)=CCCC(=CC=CC=C(CCC=C(C)C)C)C